C(#N)C1=C(NC(NC1=O)=S)/C=C/C1=C(OCC(=O)O)C(=CC=C1)OC (E)-2-(2-(2-(5-cyano-6-oxo-2-thioxo-1,2,3,6-tetrahydropyrimidin-4-yl)vinyl)-6-methoxyphenoxy)acetic acid